3-chloro-5-((1-((5-(1-fluoroethyl)-6-oxo-1,6-dihydropyridazin-3-yl)methyl)-6-oxo-4-(trifluoromethyl)-1,6-dihydropyrimidin-5-yl)oxy)benzonitrile ClC=1C=C(C#N)C=C(C1)OC1=C(N=CN(C1=O)CC1=NNC(C(=C1)C(C)F)=O)C(F)(F)F